aluminium 2-butoxide CCC(C)O[Al](OC(C)CC)OC(C)CC